OC(CNC(C(=C)C)=O)COCCC[Si](O[Si](C)(C)C)(O[Si](C)(C)C)O[Si](C)(C)C N-(2-hydroxy-3-(3-(tris(trimethylsilyloxy)-silyl)-propyloxy)propyl)-2-methyl-acrylamide